1-hexene C=CCCCC